N-((3R)-1-(3-(1-(N-(3-fluoro-4-(4-morpholino-7H-pyrrolo[2,3-d]pyrimidin-6-yl)phenyl)sulfamoyl)ethyl)phenyl)pyrrolidin-3-yl)acrylamide FC=1C=C(C=CC1C1=CC2=C(N=CN=C2N2CCOCC2)N1)NS(=O)(=O)C(C)C=1C=C(C=CC1)N1C[C@@H](CC1)NC(C=C)=O